N-(2,4-dimethoxybenzyl)-2,6-difluoro-4-(3-(methylamino)-3-(3-(trifluoromethyl)phenethyl)piperidin-1-yl)-N-(pyrimidin-4-yl)benzenesulfonamide COC1=C(CN(S(=O)(=O)C2=C(C=C(C=C2F)N2CC(CCC2)(CCC2=CC(=CC=C2)C(F)(F)F)NC)F)C2=NC=NC=C2)C=CC(=C1)OC